C(CCCCCCCCCCCCCCC)C(C(=O)O)(CCCC)CC.C(CCCCCCC)(=O)OCCCCCCCCCCCCCCCCCCCCCCCCCCCCCCCCCC cetylstearyl octanoate (cetyl 2-ethyl hexanoate)